O=C1NC(CCC1N1CC2=CC=CC=C2C1)=O 2-(2,6-dioxopiperidine-3-Yl)isoindoline